C1(CC1)NCC1=CC(=C(C=C1F)C=1N=C2SC3=C(N2C1)C=CC(=C3)C(=O)NCCCN(CC)CC)F 2-(4-((cyclopropylamino)methyl)-2,5-difluorophenyl)-N-(3-(diethylamino)propyl)benzo[d]imidazo[2,1-b]thiazole-7-carboxamide